FC(C1=NN=C(O1)C=1C=CC(=NC1)CN(S(=O)(=O)N1CCSCC1)C1=CC=C(C=C1)F)F N-[[5-[5-(difluoromethyl)-1,3,4-oxadiazol-2-yl]-2-pyridinyl]methyl]-N-(4-fluorophenyl)thiomorpholine-4-sulfonamide